cyanoformamidine acetate C(C)(=O)O.C(#N)C(=N)N